ClC=1C=NN2C1N=C(C(=C2N)Cl)CC 3,6-dichloro-5-ethylpyrazolo[1,5-a]pyrimidin-7-amine